C1CCC2=C(C=3CCCC3C=C12)NC(=O)NS(=O)(=O)\C=C\[C@H]1N(CCC1)S(=O)(=O)C=1C=NC=CC1 (S,E)-N-((1,2,3,5,6,7-Hexahydro-s-indacen-4-yl)carbamoyl)-2-(1-(pyridin-3-ylsulfonyl)-pyrrolidin-2-yl)ethensulfonamid